(1-((2-fluoro-5-((4-oxo-3,4-dihydrophthalazin-1-yl)methyl)benzoyl)piperidin-4-yl)Methylamino)-N-hydroxypyrimidine FC1=C(C(=O)N2CCC(CC2)CNC2N(C=CC=N2)O)C=C(C=C1)CC1=NNC(C2=CC=CC=C12)=O